ClC1=C(C=CC(=C1)F)C1NCCCCC1 2-(2-Chloro-4-fluorophenyl)azepane